C(CCCCCCCCCCC)[N+](CC(=O)[O-])(C)C 2-(dodecyldimethylammonio)acetate